ClC=1C=C(SC1)COC1=CC=C(N)C=C1 4-((4-Chlorothiophen-2-Yl)Methoxy)Aniline